(S)-4-methyl-N-(6-(5-(1-methylcyclopropyl)-1,2,4-oxadiazol-3-yl)-2,3-dihydrobenzofuran-3-yl)oxazole-5-carboxamide CC=1N=COC1C(=O)N[C@@H]1COC2=C1C=CC(=C2)C2=NOC(=N2)C2(CC2)C